((3-fluoro-5-methyl-4-(pyrimidin-2-yloxy)phenyl)carbamoyl)-3-methoxybicyclo[1.1.1]pentane-1-carboxamide FC=1C=C(C=C(C1OC1=NC=CC=N1)C)NC(=O)C1C2(CC1(C2)OC)C(=O)N